2-(methoxyimino)-N-methyl-acetamide CON=CC(=O)NC